N1(CCC12COC2)C=2OC1=C(N2)C=C(C=C1)NC(=O)C1=CC2=C(OCO2)C=C1 benzo[1,3]dioxole-5-carboxylic acid [2-(6-oxa-1-aza-spiro[3.3]hept-1-yl)-benzooxazol-5-yl]-amide